1-(6-methoxy-9H-pyrido[3,4-b]indol-1-yl)-3-(2,3,4-trimethoxyphenyl)prop-2-en-1-one COC=1C=C2C3=C(NC2=CC1)C(=NC=C3)C(C=CC3=C(C(=C(C=C3)OC)OC)OC)=O